COC(C1=C(C=C(C(=C1)OCCCNC(=O)C1=CN=CO1)OC)N)=O 2-amino-4-methoxy-5-(3-(oxazole-5-carboxamido)propoxy)benzoic acid methyl ester